(S)-4-(4-((4'-chloro-5,5-dimethyl-3,4,5,6-tetrahydro-[1,1'-biphenyl]-2-yl)methyl)-2-(hydroxymethyl)piperazin-1-yl)benzoic acid ClC1=CC=C(C=C1)C1=C(CCC(C1)(C)C)CN1C[C@H](N(CC1)C1=CC=C(C(=O)O)C=C1)CO